4,4'-([1,1'-biphenyl]-4-ylmethylene)dibenzoic acid C1(=CC=C(C=C1)C(C1=CC=C(C(=O)O)C=C1)C1=CC=C(C(=O)O)C=C1)C1=CC=CC=C1